BrC=1C=C2C(=CC(=NC2=CC1)C(F)(F)F)NCC1(CN(C1)C(=O)N)C1=NC=C(C=C1)F 3-(((6-bromo-2-(trifluoromethyl)quinolin-4-yl)amino)methyl)-3-(5-fluoropyridin-2-yl)azetidine-1-carboxamide